FC1=CC=C(C=C1)S(=O)(=O)C12C=3C=CC(=NC3CCC1N(CC2)C(=O)N2N(C(CC2)=O)CC(C)(C)O)C(C(F)(F)F)(C(F)(F)F)F 1-(9b-((4-fluorophenyl)sulfonyl)-7-(perfluoropropan-2-yl)-2,3,3a,4,5,9b-hexahydro-1H-pyrrolo[3,2-f]quinoline-3-carbonyl)-2-(2-hydroxy-2-methylpropyl)pyrazolidin-3-one